N-[4-(6-chloropyrazolo[3,4-d]pyrimidin-1-yl)cyclohexyl]-2-hydroxy-acetamide ClC1=NC=C2C(=N1)N(N=C2)C2CCC(CC2)NC(CO)=O